CC1=C(C(=O)P(OCC)(=O)C2=CC=CC=C2)C(=CC(=C1)C)C Ethyl (2,4,6-trimethylbenzoyl)phenylphosphinate